bis(methylcyclopentadienyl)bis[2,6-difluoro-3-(N-methyl-propionylamino)phenyl]titanium CC1(C=CC=C1)[Ti](C1=C(C(=CC=C1F)N(C)C(CC)=O)F)(C1=C(C(=CC=C1F)N(C)C(CC)=O)F)C1(C=CC=C1)C